C(CCC(=O)[O-])(=O)[O-].[Na+].[Na+].[Na+].[Na+].C(CCC(=O)[O-])(=O)[O-] tetrasodium succinate